N1=CC=C(C2=CC=CC=C12)C1=CC=CC=C1C(=O)N quinolin-4-benzamide